O1NC(NCC1=O)=O 1,2,4-oxadiazinane-3,6-dione